N-[4-(2,2'-binaphthyl-6-yl)phenyl]-N-(9,9-dimethyl-9H-fluoren-2-yl)dibenzofuran-4-amine C1=C(C=CC2=CC(=CC=C12)C1=CC=C(C=C1)N(C1=CC=CC2=C1OC1=C2C=CC=C1)C1=CC=2C(C3=CC=CC=C3C2C=C1)(C)C)C1=CC2=CC=CC=C2C=C1